8,9-dihydro-7H-cyclopenta[h]isoquinoline-5-sulfonamide C1=NC=CC=2C(=CC3=C(C12)CCC3)S(=O)(=O)N